2,2,3,3,4,4,5,5-octafluorohexane-1,6-diyl diacrylate C(C=C)(=O)OCC(C(C(C(COC(C=C)=O)(F)F)(F)F)(F)F)(F)F